FC=1C=C2C(C(=CN3C2=C(C1F)OCC3)CN([C@@H]3CN(CCC3)C=3C=NC(=CC3)[N+](=O)[O-])CC3=C(C=CC=C3)F)=O (S)-9,10-difluoro-6-(((2-fluorobenzyl)(1-(6-nitropyridin-3-yl)piperidin-3-yl)amino)methyl)-2,3-dihydro-7H-[1,4]oxazino[2,3,4-ij]quinolin-7-one